1-((2-methyl-1,3-oxazol-5-yl)methyl)-1H-imidazo[4,5-b]pyridine CC=1OC(=CN1)CN1C=NC2=NC=CC=C21